OC(CN1C=NC2=C(C1=O)C=C(N=C2N2CCCCC2)C=2C=NC(=CC2)C(F)(F)F)(C)C 3-(2-hydroxy-2-methylpropyl)-8-(piperidin-1-yl)-6-(6-(trifluoromethyl)pyridin-3-yl)pyrido[3,4-d]pyrimidin-4(3H)-one